2-fluoro-4-[5-(4-fluorophenyl)-6-isopropyl-9-methyl-1H-pyrazolo[4,3-g]Quinolin-7-yl]Benzoic acid FC1=C(C(=O)O)C=CC(=C1)C1=NC2=C(C3=C(C=C2C(=C1C(C)C)C1=CC=C(C=C1)F)C=NN3)C